Cl.FC=1C=C(C=CC1OC)C1=CN=C2N1C=CN=C2NC2=CC(=C(C(=O)N1CCC(CC1)C(=O)N1C[C@@H](CC1)NC)C=C2)C (R)-(1-(4-((3-(3-fluoro-4-methoxyphenyl)imidazo[1,2-a]pyrazin-8-yl)amino)-2-methylbenzoyl)piperidin-4-yl)(3-(methylamino)pyrrolidin-1-yl)methanone hydrochloride